6-bromo-2-(fluoromethyl)-1,2,4-triazine BrC1=CN=CN(N1)CF